O=C1NC(CCC1N1C(C2=CC=C(C=C2C1)O[C@@H]1[C@H](CCCC1)NCC12CC(C1)(C2)C#N)=O)=O 3-((((1S,2S)-2-((2-(2,6-dioxopiperidin-3-yl)-1-oxoisoindolin-5-yl)oxy)cyclohexyl)amino)methyl)bicyclo[1.1.1]pentane-1-carbonitrile